N-((R)-(2-(allyloxy)-4,5-dichlorophenyl)(1-((S)-2-hydroxypropionyl)piperidin-4-yl)methyl)-2-methylpropane-2-sulfinamide C(C=C)OC1=C(C=C(C(=C1)Cl)Cl)[C@H](NS(=O)C(C)(C)C)C1CCN(CC1)C([C@H](C)O)=O